O=C1NC(CCC1N1C(C2=CC=C(C=C2C1)NC(=O)C=1C=C2C(=NC1)N(C=N2)C)=O)=O N-[2-(2,6-dioxopiperidin-3-yl)-1-oxo-3H-isoindol-5-yl]-3-methylimidazo[4,5-b]pyridine-6-carboxamide